(2-chlorophenyl)-2,4-dimethyl-1H-imidazole-5-carboxylic acid ClC1=C(C=CC=C1)N1C(=NC(=C1C(=O)O)C)C